C1OCC12CN(C2)C2=NC=CC(=N2)COC2=CC=C(C=C2)C2(COC2)C2=CC=C(OC1CC(C1)NC=1C=C3C(N(C(C3=CC1)=O)C1C(NC(CC1)=O)=O)=O)C=C2 5-(((1r,3r)-3-(4-(3-(4-((2-(2-oxa-6-azaspiro[3.3]heptane-6-yl)pyrimidin-4-yl)methoxy)phenyl)oxetane-3-yl)phenoxy)cyclobutyl)amino)-2-(2,6-dioxopiperidin-3-yl)isoindolin-1,3-dione